P(=O)([O-])([O-])[O-].[Na+].[Na+].[Na+].O=C1C(O)=C(O)[C@H](O1)[C@@H](O)CO ascorbic acid trisodium phosphate salt